β-D-Galactopyranosyl-(1→4)-[α-D-glucopyranosyl-(1→6)]-2-amino-2-deoxy-D-mannose [C@@H]1([C@H](O)[C@@H](O)[C@@H](O)[C@H](O1)CO)O[C@@H]([C@@H]([C@@H](C=O)N)O)[C@H](O)CO[C@@H]1[C@H](O)[C@@H](O)[C@H](O)[C@H](O1)CO